3-chloro-9,9-dimethyl-9H-indeno[1,2-b]Pyrazine ClC1=CN=C2C(=N1)C=1C=CC=CC1C2(C)C